FC=C1C(=O)OC(C1)=O fluoroitaconic acid anhydride